2-((2-((5-Chloro-2-(4-chloro-1H-1,2,3-triazol-1-yl)phenyl)amino)-2-oxoethyl)amino)-3-(1-(methyl-d3)-1H-pyrazol-3-yl)propanoic acid methyl ester COC(C(CC1=NN(C=C1)C([2H])([2H])[2H])NCC(=O)NC1=C(C=CC(=C1)Cl)N1N=NC(=C1)Cl)=O